COCCN(C=1N=C(C2=C(N1)C(=NC(=N2)N(CCOC)CCOC)N2CCN(CC2)C2=NN(C=N2)C)NCC=2C=C(C=CC2)S(=O)(=O)N)CCOC 3-(((2,6-bis(bis(2-methoxyethyl)amino)-8-(4-(1-methyl-1H-1,2,4-triazol-3-yl)piperazin-1-yl)pyrimido[5,4-d]pyrimidin-4-yl)amino)methyl)benzenesulfonamide